(3R,4R)-4-Methoxytetrahydrofuran-3-yl (8-amino-7-fluoro-6-(8-methyl-2,3-dihydro-1H-pyrido[2,3-b][1,4]oxazin-7-yl)isoquinolin-3-yl)carbamate NC=1C(=C(C=C2C=C(N=CC12)NC(O[C@@H]1COC[C@H]1OC)=O)C1=C(C2=C(OCCN2)N=C1)C)F